C(CCCCCCCCCCC)(=O)N dodecan-amide